(S)-1-(6-(4-fluoro-3-nitrophenyl)-2-(pyridin-3-yl)pyrimidin-4-yl)pyrrolidin-3-ol 3,6-Dimethylheptylacetat CC(CCCC(=O)O[C@@H]1CN(CC1)C1=NC(=NC(=C1)C1=CC(=C(C=C1)F)[N+](=O)[O-])C=1C=NC=CC1)CCC(C)C